N1=C(C=CC=C1)CN1C(C(=C(C1=O)C1=CC=C(C=C1)C(F)(F)F)C#CC1=CC=C(C=C1)C(C)(C)C)=O 1-(pyridin-2-ylmethyl)-3-((4-tert-butylphenyl)ethynyl)-4-(4-(trifluoromethyl)phenyl)-1H-pyrrole-2,5-dione